1-(4-(4-amino-1-isopropyl-1H-pyrazolo[3,4-d]pyrimidin-3-yl)-2-fluorophenyl)-3-(3-(tert-butyl)isoxazol-5-yl)urea NC1=C2C(=NC=N1)N(N=C2C2=CC(=C(C=C2)NC(=O)NC2=CC(=NO2)C(C)(C)C)F)C(C)C